S1C(=CC=C1)C=1C=C2C=3C(=C(C(=C(C3NC2=CC1)C(=O)OCC)C(=O)OCC)C(=O)OCC)C(=O)OCC tetraethyl 6-(thiophen-2-yl)-9H-carbazole-1,2,3,4-tetracarboxylate